FC1=C(C(=CC=C1)F)S(=O)(=O)NC=1C(=NC=C(C1)C=1C=C2C(=NC=NC2=CC1)N1[C@H](CN(CC1)C(\C=C\C(C)=O)=O)C)OC (S,E)-2,6-difluoro-N-(2-methoxy-5-(4-(2-methyl-4-(4-oxopent-2-enoyl)piperazin-1-yl)quinazolin-6-yl)pyridin-3-yl)benzenesulfonamide